2-(3,4-dimethoxyphenyl)-5-(4-(1-ethylpiperidin-4-yl)piperazin-1-yl)-3-methyl-1H-indole COC=1C=C(C=CC1OC)C=1NC2=CC=C(C=C2C1C)N1CCN(CC1)C1CCN(CC1)CC